N-Boc-piperidin C(=O)(OC(C)(C)C)N1CCCCC1